ClC=1C(=NC=C(C1)C1=CC=CC=2N1N=CC2C(=O)N2CCCCC2)NC(C2=CN=CC=C2)=O N-(3-Chloro-5-(3-(piperidine-1-carbonyl)pyrazolo[1,5-a]pyridin-7-yl)pyridin-2-yl)nicotinamide